C(C)(C)(C)OC(=O)N1C[C@H]2C([C@H]2C1)C(NC(C)C)=O (1R,5S,6r)-6-(isopropylcarbamoyl)-3-azabicyclo[3.1.0]Hexane-3-carboxylic acid tert-butyl ester